5-((5-(2-((1S,2R)-2-aminocyclobutoxy)-6-fluorophenyl)-1H-pyrazol-3-yl)amino)pyrazine-2-carbonitrile N[C@H]1[C@H](CC1)OC1=C(C(=CC=C1)F)C1=CC(=NN1)NC=1N=CC(=NC1)C#N